C(C)(C)(C)OC(NCCC[C@@H](C(=O)NNC(C1=CC=C(C=C1)Cl)=O)N1C(C2=CC=CC=C2C1=O)=O)=O (S)-(5-(2-(4-chlorobenzoyl)hydrazino)-4-(1,3-dioxoisoindolin-2-yl)-5-oxopentyl)carbamic acid tert-butyl ester